3-mercaptopyridine-3-carboxylic acid SC1(CN=CC=C1)C(=O)O